(p-toluenesulfonyl)-4-fluorobenzyl isonitrile CC1=CC=C(C=C1)S(=O)(=O)C(C1=CC=C(C=C1)F)[N+]#[C-]